C(N)(OC1C(C2=C(NC=CC=C2CC=2C=NC(=CC2)C2=NC(=NO2)C(F)(F)F)S(C1)(=O)=O)=O)=O 1,1,4-trioxo-5-[[6-[3-(trifluoromethyl)-1,2,4-oxadiazol-5-yl]-3-pyridyl] methyl]-2,3-dihydro-l-6,5-benzothiazepin-3-yl carbamate